[(2H3)methylamino]pyrrolidin C([2H])([2H])([2H])NN1CCCC1